ClC=1C(=NC(=NC1)C(N[S@](=O)C(C)(C)C)C1=CC=C(C=C1)Cl)C(F)(F)F (R)-N-((5-chloro-4-(trifluoromethyl)pyrimidin-2-yl)(4-chlorophenyl)methyl)-2-methyl-propane-2-sulfinamide